C(=O)O.NCCC[C@H](C(C)C)N1CC2(C1)CN(CC2)C=2N=C(N=NC2OC2=C(C(=O)N(C(C)C)CC)C=C(C=C2)F)C (R)-2-((5-(2-(6-amino-2-methylhex-3-yl)-2,6-diazaspiro[3.4]oct-6-yl)-3-methyl-1,2,4-triazin-6-yl)oxy)-N-ethyl-5-fluoro-N-isopropylbenzamide formate